2-(8-(Cyclopropylmethyl)-1,4-dioxaspiro[4.5]decan-8-yl)acetonitrile C1(CC1)CC1(CCC2(OCCO2)CC1)CC#N